CC[N+](=C1C=CC2=C(C=C(OC2=C1)/C=C/C=C/3\\C(C4=C(N3CCCS(=O)(=O)[O-])C=CC(=C4)S(=O)(=O)[O-])(C)CCCC(=O)O)C(C)(C)C)CC The molecule is an anionic C3 cyanine-type compound having indoleinine and chromenylium substituents at either end. It has a role as a fluorochrome.